heptatriaconta-6,9,28,31-tetraen-19-yl 4-(dimethylamino)butyrate CN(CCCC(=O)OC(CCCCCCCCC=CCC=CCCCCC)CCCCCCCCC=CCC=CCCCCC)C